(S)-N-(4-(6-((R)-3-(methoxymethyl)pyrrolidin-1-yl)pyridin-2-yl)thiazol-2-yl)azetidine-2-carboxamide hydrochloride Cl.COC[C@H]1CN(CC1)C1=CC=CC(=N1)C=1N=C(SC1)NC(=O)[C@H]1NCC1